ethyl rac-(2R,3R)-3-(tert-butoxycarbonylamino)-2-[(3-nitro-2-pyridyl)oxy]-3-phenyl-propanoate C(C)(C)(C)OC(=O)N[C@@H]([C@H](C(=O)OCC)OC1=NC=CC=C1[N+](=O)[O-])C1=CC=CC=C1 |r|